8-fluoro-2,3,4,5-tetrahydro-1H-benzofuro[2,3-d]azepine FC1=CC2=C(C=C1)C1=C(CCNCC1)O2